OC1=C(C(C(C(=C1CC=C(C)C)O)(CC=C(C)C)CC=C(C)C)=O)C(CC(C)C)=O 3,5-dihydroxy-4,6,6-tris(3-methylbut-2-en-1-yl)-2-(3-methylbutanoyl)cyclohexa-2,4-dien-1-one